CS(=O)(=O)C1CCN(CC1)C1=NC=C(C=N1)CC(=O)O 2-[2-(4-methanesulfonylpiperidin-1-yl)pyrimidin-5-yl]acetic acid